(2R)-benzyl 2-(((benzyloxy)carbonyl)amino)-3-(3-fluoro-5-(methoxy(phenyl)methyl)benzamido)propanoate C(C1=CC=CC=C1)OC(=O)N[C@@H](C(=O)OCC1=CC=CC=C1)CNC(C1=CC(=CC(=C1)C(C1=CC=CC=C1)OC)F)=O